BrC1=CC=C(C=C1)CCCC(=O)OCC ethyl 4-(4-bromophenyl)butanoate